C(C=C)C=1C=CC(=C(C1)B(O)O)OC 5-ALLYL-2-METHOXYPHENYLBORONIC ACID